2-Aminoethyl-3-aminopropyl-trimethoxysilan NCCCO[Si](OC)(OC)CCCN